C(CCCCCCCCCCCCCCCCC)OC(COCC(=O)O)=O 2-(2-(Octadecyloxy)-2-oxoethoxy)acetic Acid